C(C)N(C(C=CC)=O)C1=C(C=CC=C1)C N-ethyl-N-(2-methylphenyl)but-2-enamide